(2R)-7-chloro-2-[trans-4-(dimethylamino)cyclohexyl]-N-[(4,6-dimethyl-2-oxo-1,2-dihydropyridin-3-yl)methyl]-2,4-dimethyl-1,3-benzodioxol-5-carboxamide p-toluenesulfonate CC1=CC=C(C=C1)S(=O)(=O)O.ClC1=CC(=C(C2=C1O[C@](O2)(C)[C@@H]2CC[C@H](CC2)N(C)C)C)C(=O)NCC=2C(NC(=CC2C)C)=O